[C@H]12N(CC[C@@H]2C1)C(=O)[C@@H]1CCCC=2N1C(N(N2)CC=2C=NC(=CC2)Cl)=O |&1:0,4| (5S)-5-[(1SR,5RS)-2-Azabicyclo[3.1.0]hex-2-ylcarbonyl]-2-[(6-chloropyridin-3-yl)methyl]-5,6,7,8-tetrahydro[1,2,4]triazolo[4,3-a]pyridin-3(2H)-one